ClC=1C=CC2=C(C[C@@H](CC=3N2C(=NN3)[C@@H]3CC[C@H](CC3)OC3=NC=CC=C3)NC(CN)=O)C1 N-{(5S)-8-Chloro-1-[trans-4-(pyridin-2-yloxy)cyclohexyl]-5,6-dihydro-4H-[1,2,4]triazolo[4,3-a][1]benzazepin-5-yl}glycinamid